(S)-2-(2,5-difluoro-4-(6-((3-fluoro-5-((1-methyl-1H-1,2,3-triazol-5-yl)ethynyl)pyridin-2-yl)methoxy)pyridin-2-yl)benzyl)-1-(oxetan-2-ylmethyl)-1H-benzo[d]imidazole-6-carboxylic acid FC1=C(CC2=NC3=C(N2C[C@H]2OCC2)C=C(C=C3)C(=O)O)C=C(C(=C1)C1=NC(=CC=C1)OCC1=NC=C(C=C1F)C#CC1=CN=NN1C)F